CN1C(NCCC1)=O 1-Methyltetrahydropyrimidin-2(1H)-on